C(C)C=1N=C(SC1C)C=1C(=C(C(=O)N)C=CC1)C (4-ethyl-5-methylthiazol-2-yl)-2-methylbenzamide